(2S,4r)-1-[(2S)-2-(4-cyclopropyl-triazol-1-yl)-3,3-dimethyl-butyryl]-N-[2-(2,2-difluorocyclohexyl)ethyl]-4-hydroxy-pyrrolidine-2-carboxamide C1(CC1)C=1N=NN(C1)[C@H](C(=O)N1[C@@H](C[C@H](C1)O)C(=O)NCCC1C(CCCC1)(F)F)C(C)(C)C